1-(2-(4-Fluorophenyl)-2H-pyrazolo[4,3-c]pyridin-6-yl)-N,N-dimethylazetidine-3-sulfonamide FC1=CC=C(C=C1)N1N=C2C(C=NC(=C2)N2CC(C2)S(=O)(=O)N(C)C)=C1